2-amino-N,N-diethyl-4-phenylthiazole-5-carboxamide NC=1SC(=C(N1)C1=CC=CC=C1)C(=O)N(CC)CC